(R)-5-((2-(3-Oxo-3-(4-(5-(trifluoromethyl)pyrimidin-2-yl)piperazin-1-yl)propoxy)-1-(piperidin-4-yl)ethyl)amino)-4-(trifluoromethyl)pyridazin-3(2H)-one O=C(CCOC[C@@H](C1CCNCC1)NC1=C(C(NN=C1)=O)C(F)(F)F)N1CCN(CC1)C1=NC=C(C=N1)C(F)(F)F